C(C1=CC=CC=C1)ON1C(C[C@@H]1C1(C(C=C(C(=C1)F)F)F)C)=O (R)-N-benzyloxy-4-[1-methyl-(2,4,5-trifluorophenyl)]-2-azetidinone